CC1=[N+](C2=CC=CC=C2N=C1C)[O-] 2,3-dimethylquinoxaline 1-oxide